FC(OC1=CC=CC=2C(N([C@H]3C=4N([C@@H](C21)C3)C3=C(N4)C=CC(=C3)C#CC3(COC3)C)C([2H])([2H])[2H])=O)F (7R,14R)-1-(difluoromethoxy)-6-(methyl-d3)-11-((3-methyloxetan-3-yl)ethynyl)-6,7-dihydro-7,14-methanobenzo[f]benzo[4,5]imidazo[1,2-a][1,4]diazocin-5(14H)-one